6-Chloro-4-{4-[1-(4-fluorophenyl)ethyl]piperazin-1-yl}-1-methyl-2-oxo-1,2-dihydro-1,5-naphthyridin-3-carbonitril ClC=1N=C2C(=C(C(N(C2=CC1)C)=O)C#N)N1CCN(CC1)C(C)C1=CC=C(C=C1)F